ammonium (2-((4-(((6-methylpyridazin-3-yl)methyl)amino)-6-(5-methylpyrimidin-2-yl)quinazolin-8-yl)oxy)acetyl)(phenylsulfonyl)amide CC1=CC=C(N=N1)CNC1=NC=NC2=C(C=C(C=C12)C1=NC=C(C=N1)C)OCC(=O)[N-]S(=O)(=O)C1=CC=CC=C1.[NH4+]